ClC1=NC=C(C(=N1)NC1=C(C=CC=C1)CNS(=O)=O)CC[Si](C)(C)C N-(2-((2-chloro-5-((trimethylsilyl)ethyl)pyrimidin-4-yl)amino)phenyl)methylsulfonamide